CCCCCCCCC(C(=O)SCCNC(=O)CCNC(=O)[C@@H](C(C)(C)COP(=O)(O)OP(=O)(O)OC[C@@H]1[C@H]([C@H]([C@@H](O1)N2C=NC3=C(N=CN=C32)N)O)OP(=O)(O)O)O)O The molecule is a hydroxy fatty-acyl-CoA that results from the formal condensation of the thiol group of coenzyme A with the carboxy group of 2-hydroxydecanoic acid. It is a hydroxy fatty acyl-CoA and a medium-chain fatty acyl-CoA. It derives from a 2-hydroxydecanoic acid. It is a conjugate acid of a 2-hydroxydecanoyl-CoA(4-).